2-(2-(2-(2,5-dioxo-2,5-dihydro-1H-pyrrol-1-yl)ethoxy)ethoxy)ethyl 4-methylbenzenesulfonate CC1=CC=C(C=C1)S(=O)(=O)OCCOCCOCCN1C(C=CC1=O)=O